naphthaleneone phenylpropionate C1(=CC=CC=C1)OC(CC)=O.C1(CC=CC2=CC=CC=C12)=O